3-(3-fluoro-4-spiro[2H-benzofuran-3,1'-cyclopropane]-4-yloxy-phenyl)-1H-benzimidazol-2-one FC=1C=C(C=CC1OC1=CC=CC2=C1C1(CC1)CO2)N2C(NC1=C2C=CC=C1)=O